FC(C(=O)O)(F)F.BrC1=CC=C(CC2(CNC2)F)C=C1 3-(4-bromobenzyl)-3-fluoroazetidine, trifluoroacetate salt